Isobutylmethoxypyrazine C(C(C)C)C=1C(=NC=CN1)OC